C(C)(C)(C)OC(NC1=CC(=C(C=C1)F)NC1=NC(=NC=C1NC(C1=CC=CC=C1)=O)NC=1C=NN(C1)C)=O (3-((5-benzoylamino-2-((1-methyl-1H-pyrazol-4-yl)amino)pyrimidin-4-yl)amino)-4-fluorophenyl)carbamic acid tert-butyl ester